NC1=NC=CC(=C1Cl)SC=1N=CC(=NC1C)N1CCC2(CC1)[C@@H](C1=CC=CC=C1C2)N (S)-1'-(5-((2-amino-3-chloropyridin-4-yl)thio)-6-methylpyrazin-2-yl)-1,3-dihydrospiro[inden-2,4'-piperidin]-1-amine